2-chloro-N-[4-fluoro-3-({2-[(1-methyl-1H-pyrazol-4-yl)amino]-5-[4-(trifluoromethyl)phenyl]pyrimidin-4-yl}amino)phenyl]acetamide ClCC(=O)NC1=CC(=C(C=C1)F)NC1=NC(=NC=C1C1=CC=C(C=C1)C(F)(F)F)NC=1C=NN(C1)C